ClC1=C2C=C(N(C2=CC=C1Cl)C)C(=O)N[C@@]1(CN(CCC1)S(NC(NC)=O)(=O)=O)C1=CC(=CC=C1)CO |r| (±)-4,5-Dichloro-N-[3-[3-(hydroxymethyl)phenyl]-1-(methylcarbamoyl-sulfamoyl)-3-piperidyl]-1-methyl-indole-2-carboxamide